methyl (2R,3S)-3-((tert-butyldiphenylsilyl)oxy)pyrrolidine-2-carboxylate [Si](C1=CC=CC=C1)(C1=CC=CC=C1)(C(C)(C)C)O[C@@H]1[C@@H](NCC1)C(=O)OC